C(C)(C)(C)OC(=O)N1C(CCC1)CC1=CC2=CC=CC=C2C=C1 2-(naphthalen-2-ylmethyl)pyrrolidine-1-carboxylic acid tert-butyl ester